COC=1C=CC(=NC1)COC=1C=CC2=C(N=C(O2)C=2C=C(C=O)C=CC2)C1 3-{5-[(5-methoxypyridin-2-yl)methoxy]-1,3-benzoxazol-2-yl}benzaldehyde